N-((4-((9-(cyclopropylmethyl)-9H-purin-6-yl)oxy)phenyl)carbamothioyl)-3-fluorobenzamide C1(CC1)CN1C2=NC=NC(=C2N=C1)OC1=CC=C(C=C1)NC(=S)NC(C1=CC(=CC=C1)F)=O